ClCC1N(CCCC1)C=1N(C=C(N1)C(F)(F)F)C (chloromethyl)-1-[1-methyl-4-(trifluoromethyl)imidazol-2-yl]piperidine